FC1(C(CN(CC1)C1=CC2=C(N=C3N(C2=O)CCC3)C(=N1)C1=C(C=C(C=C1)F)F)C1=CC(=NC=C1)C)F 3-(4,4-difluoro-3-(2-methylpyridin-4-yl)piperidin-1-yl)-1-(2,4-difluorophenyl)-8,9-dihydropyrido[3,4-d]pyrrolo[1,2-a]pyrimidin-5(7H)-one